(2S,4R)-4-hydroxy-2-(((S)-1-(4-(4-methylthiazol-5-yl)phenyl)ethyl)carbamoyl)pyrrolidin O[C@@H]1C[C@H](NC1)C(N[C@@H](C)C1=CC=C(C=C1)C1=C(N=CS1)C)=O